C(C)(C)(CC)NC1CC(CCC1)N N-(tert-amyl)cyclohexane-1,3-diamine